[2-[3-[2-[[(1s)-1-[(2s,4R)-4-hydroxy-2-[[4-(4-methylthiazol-5-yl)phenyl]methylcarbamoyl]pyrrolidine-1-carbonyl]-2,2-dimethyl-propyl]amino]-2-oxo-ethoxy]propoxy]ethyl]carbamate O[C@@H]1C[C@H](N(C1)C(=O)[C@H](C(C)(C)C)NC(COCCCOCCNC([O-])=O)=O)C(NCC1=CC=C(C=C1)C1=C(N=CS1)C)=O